CC=1C(NC(N(C1)[C@H]1C=C[C@H](O1)OCP(=O)(OC1=CC=CC=C1)N[C@@H](C)C(=O)OCC)=O)=O Ethyl (((((2R,5R)-5-(5-methyl-2,4-dioxo-3,4-dihydropyrimidin-1(2H)-yl)-2,5-dihydrofuran-2-yl)oxy)methyl)(phenoxy)phosphoryl)-L-alaninate